2-Amino-1,3-propanediol NC(CO)CO